4-azido-2-(methylsulfonyl)pyrimidine N(=[N+]=[N-])C1=NC(=NC=C1)S(=O)(=O)C